OC[C@H]1N(CCOC1)C(=O)C1=CC=C(C=N1)NC(O[C@@H](COC1=CC2=C(N=C(S2)C2=C3N=CC(=NC3=CC(=C2)C)OC)C=C1F)C)=O (R)-1-((5-fluoro-2-(2-methoxy-7-methylquinoxalin-5-yl)benzo[d]thiazol-6-yl)oxy)propan-2-yl (6-((R)-3-(hydroxymethyl)morpholine-4-carbonyl)pyridin-3-yl)carbamate